methyl 3-bromo-2,5-dimethoxybenzoate BrC=1C(=C(C(=O)OC)C=C(C1)OC)OC